N1N=CC=2CCC(CC12)C(=O)[O-] 4,5,6,7-tetrahydro-1H-indazole-6-carboxylate